tert-butyl (R)-(1-(6-cyanopyridazin-3-yl)piperidin-3-yl)(cyclobutylmethyl)carbamate C(#N)C1=CC=C(N=N1)N1C[C@@H](CCC1)N(C(OC(C)(C)C)=O)CC1CCC1